FC=1N(C2=NC=CC=C2C(C1C(=O)N)=O)C1=C(C=C(C=C1F)F)F fluoro-4-oxo-1-(2,4,6-trifluorophenyl)-1,4-dihydro-1,8-naphthyridine-3-carboxamide